CC1=CC=C(C=C1)S(=O)(=O)O\N=C(\C1=NC=C(C=C1[S@](=O)CC)C1(CC1)C#N)/N [(Z)-[amino-[5-(1-cyanocyclopropyl)-3-[(R)-ethylsulfinyl]-2-pyridyl]methylene]amino] 4-methylbenzenesulfonate